[N+](=O)([O-])C1=CC=C(C=C1)C1=NNC(=C1)C(=O)OC methyl 3-(4-nitrophenyl)-1H-pyrazole-5-carboxylate